(S)-N-(3-chloro-4-cyanobenzyl)-2-(6-(1-(2-methoxypropanoyl)piperidin-4-yl)-4-oxoquinazolin-3(4H)-yl)-N-methylacetamide ClC=1C=C(CN(C(CN2C=NC3=CC=C(C=C3C2=O)C2CCN(CC2)C([C@H](C)OC)=O)=O)C)C=CC1C#N